Dichlorodisilan Cl[SiH]([SiH3])Cl